2-(azidomethyl)-6-bromopyridine N(=[N+]=[N-])CC1=NC(=CC=C1)Br